ClC1=CC=C(C=C1)C1=C(N=C(O1)C1=CC=CC=C1)N1C=CC=2C=C(C=NC2C1=O)F 7-(5-(4-chlorophenyl)-2-phenyloxazol-4-yl)-3-fluoro-1,7-naphthyridin-8(7H)-one